C1(CCC(CC1)O)C1CCC(CC1)O bicyclohexyl-4,4'-diol